3-(1-(2,6-Dioxopiperidin-3-yl)-3-methyl-2-oxo-2,3-dihydro-1H-benzo[d]imidazol-4-yl)prop-2-yne O=C1NC(CCC1N1C(N(C2=C1C=CC=C2C#CC)C)=O)=O